C1CC12CCN(CC2)C2=C(C(=O)NC=1C=C3C=CC=NC3=C(N1)N1CCC(CC1)(F)F)C=CC(=C2)NS(=O)(=O)[C@H](CO)C 2-{6-azaspiro[2.5]octane-6-yl}-N-[8-(4,4-difluoropiperidin-1-yl)-1,7-naphthyridine-6-yl]-4-[(2S)-1-hydroxypropane-2-sulfonylamino]benzamide